OCCNC1=CC=CC=C1 (2-hydroxyethyl)aniline